CN1C(=NN=C1)CC1(COC1)C=1C=C(N)C=CC1 3-[3-[(4-methyl-1,2,4-triazol-3-yl)methyl]oxetan-3-yl]aniline